5-(2-azidopropan-2-yl)-3-(4-fluorophenyl)isothiazole N(=[N+]=[N-])C(C)(C)C1=CC(=NS1)C1=CC=C(C=C1)F